OCC1=CC=C(C=C1)NC(=O)NC1=CC(=CC=C1)OC 1-(4-(hydroxymethyl)phenyl)-3-(3-methoxyphenyl)urea